tert-butyl ((1-(1-(2,6-dioxopiperidin-3-yl)-3-methyl-2-oxo-2,3-dihydro-1H-benzo[d]imidazol-5-yl)piperidin-4-yl)methyl)(methyl)carbamate O=C1NC(CCC1N1C(N(C2=C1C=CC(=C2)N2CCC(CC2)CN(C(OC(C)(C)C)=O)C)C)=O)=O